platinum (II) dipotassium [K+].[K+].[Pt+2]